C1(CCC2=CC=CC=C12)=NO 2,3-dihydro-1H-inden-1-one oxime